6-{6-(2-(2,7-Dimethyl-benzo[b]thiophen-3-yl)-ethylamino)-pyrimidin-4-yl}-benzofuran-2-carboxylic acid CC1=C(C2=C(S1)C(=CC=C2)C)CCNC2=CC(=NC=N2)C2=CC1=C(C=C(O1)C(=O)O)C=C2